N-[1-benzyl-4-(3,5-difluorophenyl)-4-piperidyl]-4-(trifluoromethoxy)benzenesulfonamide C(C1=CC=CC=C1)N1CCC(CC1)(C1=CC(=CC(=C1)F)F)NS(=O)(=O)C1=CC=C(C=C1)OC(F)(F)F